CS(=O)(=O)C[C@@H]1[C@H](N(C1)C=1C=CC(=C2C=C(N=CC12)NC1=NC(=NC=C1)N1CCC(CC1)OC)C(C)C)C (3S,4S)-1-[4-({8-[(2R,3S)-3-(methanesulfonylmeth-yl)-2-methylazetidin-1-yl]-5-(propan-2-yl)isoquinolin-3-yl}amino)pyrimidin-2-yl]-4-methoxypiperidine